Methyl 6-chloro-3-[1-[3,6-dimethyl-2-(2-methylindazol-5-yl)-4-oxo-chromen-8-yl]ethylamino]pyridine-2-carboxylate ClC1=CC=C(C(=N1)C(=O)OC)NC(C)C=1C=C(C=C2C(C(=C(OC12)C1=CC2=CN(N=C2C=C1)C)C)=O)C